[Si](C)(C)(C(C)(C)C)OCCCC(O)C=1C(=NC(=CC1)Cl)N1N=C(C=C1C)C#N 1-[3-[4-[tert-butyl(dimethyl)silyl]oxy-1-hydroxy-butyl]-6-chloro-2-pyridyl]-5-methyl-pyrazole-3-carbonitrile